C1(=CC=CC=C1)PC1=CC=CC=C1 diphenylphosphine